tributylammonium triphenylhexyl-borate C1(=CC=CC=C1)C(CCCCCOB([O-])[O-])(C1=CC=CC=C1)C1=CC=CC=C1.C(CCC)[NH+](CCCC)CCCC.C(CCC)[NH+](CCCC)CCCC